CC1(CN(CCO1)C=1C=C2C(=CC(=NC2=CC1)C)NC=1C=NC(=CC1)C1=NC2=C(N1)C=CC(=C2)NC2=CC(=NC=C2)C)C 6-(2,2-dimethylmorpholinyl)-2-methyl-N-(6-(5-((2-methylpyridin-4-yl)amino)-1H-benzo[d]imidazol-2-yl)pyridin-3-yl)quinolin-4-amine